2,6-di-tertiary butyl-4-hydroxymethyl-phenol C(C)(C)(C)C1=C(C(=CC(=C1)CO)C(C)(C)C)O